methylenebis(6-bromo-4-chlorophenol) C(C1=C(C(=CC(=C1)Cl)Br)O)C1=C(C(=CC(=C1)Cl)Br)O